Methyl 2-amino-5-((4-chlorobenzyl)oxy)benzoate NC1=C(C(=O)OC)C=C(C=C1)OCC1=CC=C(C=C1)Cl